COC(=O)C1=CC(=C2C=CN(C2=C1)S(=O)(=O)CC1=CC=CC=C1)Br 4-bromo-1-toluenesulfonyl-1H-indole-6-carboxylic acid methyl ester